CC(C(=O)N=S(=O)=O)C 2-methyl-N-(sulfonyl)propionamide